IC=1C=CC(=C(C1)N1C(N(C(CC1)=O)CNC(CNC(OC)=O)=O)=O)OC methyl (2-(((3-(5-iodo-2-methoxyphenyl)-2,6-dioxotetrahydropyrimidine-1(2H)-yl)methyl)amino)-2-oxoethyl)carbamate